BrC1=C(C=C2C(=NC(=NC2=C1F)Cl)N(C1C(N(CC1)C(=O)OC(C)(C)C)C)C)C(F)(F)F tert-butyl 3-[[7-bromo-2-chloro-8-fluoro-6-(trifluoromethyl)quinazolin-4-yl]-methyl-amino]-2-methyl-pyrrolidine-1-carboxylate